C(C)(=O)OC(C1=CC=CC=C1)C(Cl)(Cl)Cl α-(trichloromethyl)benzyl acetate